(11R,12R)-12-(2-chlorophenyl)-11-cyclopropyl-7-fluoro-2,3,10-triazatricyclo[7.3.1.0^{5,13}]trideca-1,5(13),6,8-tetraen-4-one ClC1=C(C=CC=C1)[C@@H]1[C@H](NC2=CC(=CC=3C(NN=C1C32)=O)F)C3CC3